2,3-dihydroimidazo[1,5-a]pyridine-1,5-dione C1(NCN2C1=CC=CC2=O)=O